N1(CCOCC1)C(=O)C1=CC=C(CN2C(C(=CC2=O)C2=CC=CC=C2)=O)C=C1 1-(4-(morpholine-4-carbonyl)benzyl)-3-phenyl-1H-pyrrole-2,5-dione